ClC1=N[CH-][NH+]=C1Cl 4,5-dichloro-2H-imidazol-1-ium-2-ide